C(C)(C)(C)OC(=O)N1C=NC2=C1CN(CC2)C(=O)OC(C)(C)C 6,7-dihydro-3H-imidazo[4,5-c]pyridine-3,5(4H)-dicarboxylic acid di-tert-butyl ester